C(C)(C)C1=NOC(=N1)N1CCC(CC1)C(C)OC=1SC2=NC(=CC=C2N1)C1=CC=C(C=C1)S(=O)(=O)NCCOC 4-(2-(1-(1-(3-isopropyl-1,2,4-oxadiazol-5-yl)piperidin-4-yl)ethoxy)thiazolo[5,4-b]pyridin-5-yl)-N-(2-methoxyethyl)benzenesulfonamide